1,2,3,4,5-pentamethyl-1,3-cyclopentadiene CC1=C(C(=C(C1C)C)C)C